C(C)SC1=CC(=C(C=C1OC)CCN)OC 2-[4-(Ethylthio)-2,5-dimethoxyphenyl]ethanamine